1,6-hexanediol sebacate C(CCCCCCCCC(=O)O)(=O)O.C(CCCCCO)O